aminodinaphthylformaldehyde NC1=C(C2=CC=CC=C2C=C1)C(=O)C1=CC=CC2=CC=CC=C12